COC1=CC=C2C=NN(C2=C1)CCO 2-(6-methoxy-1H-indazol-1-yl)ethan-1-ol